3-(2-aminobenzo[d]thiazol-5-yl)-N-(4-methylbenzyl)benzamide NC=1SC2=C(N1)C=C(C=C2)C=2C=C(C(=O)NCC1=CC=C(C=C1)C)C=CC2